C(CCC)C(COC(CCCCC(=O)O)=O)CCCCCC 6-((2-butyloctyl)oxy)-6-oxohexanoic acid